6-chloro-3-((8-chloro-2-methylimidazo[1,2-a]pyridin-7-yl)thio)pyrazin-2-amine ClC1=CN=C(C(=N1)N)SC1=C(C=2N(C=C1)C=C(N2)C)Cl